2,6-dibromoethylphenol BrCCC1=C(C(=CC=C1)Br)O